(2R,3S,4S,5R)-3-(3,4-difluoro-2-methoxyphenyl)-N-(7-fluoro-1H-pyrrolo[2,3-c]pyridine-3-yl)-4,5-dimethyl-5-(trifluoromethyl)tetrahydrofuran-2-carboxamide FC=1C(=C(C=CC1F)[C@H]1[C@@H](O[C@]([C@H]1C)(C(F)(F)F)C)C(=O)NC1=CNC2=C(N=CC=C21)F)OC